(S)-2-amino-6-diazo-5-oxohexanoic acid cyclohexyl ester C1(CCCCC1)OC([C@H](CCC(C=[N+]=[N-])=O)N)=O